ClC1=CC=C2C(=NC(N(C2=C1)C1=CC=CC=C1)=O)N1CC(CC1)O 7-Chloro-4-(3-hydroxypyrrolidin-1-yl)-1-phenylquinazolin-2(1H)-one